COC1=C(C=C2C(=NC=3N(C2=C1)N=CC3)N[C@H](C)C3=CC(=CC=C3)C(F)(F)F)O 8-methoxy-5-{[(1R)-1-[3-(trifluoromethyl)phenyl]ethyl]amino}pyrazolo[1,5-a]quinazolin-7-ol